CN1N=C2[C@@H](N(CCC2=C1C1=CC(=C(C(=C1)F)F)F)C(=O)C1=CN(C2=C1C=NC=C2)C)C (S)-(2,7-dimethyl-3-(3,4,5-trifluorophenyl)-2,4,5,7-tetrahydro-6H-pyrazolo[3,4-c]pyridin-6-yl)(1-methyl-1H-pyrrolo[3,2-c]pyridin-3-yl)methanone